cycloheptadecen-1-one C1(C=CCCCCCCCCCCCCCC1)=O